OC(=O)C(F)(F)F.ClC1=C(C=C(CC2=NC(=CC=C2)OC2CCNCC2)C=C1)F 2-(4-chloro-3-fluorobenzyl)-6-(piperidin-4-yloxy)pyridine TFA salt